COCCOC1=CC=C(NC=2N=C(C3=C(N2)NC=C3)NC=3C=C(C=CC3)NC(C=C)=O)C=C1 N-(3-(2-(4-(2-methoxyethoxy)anilino)-7H-pyrrolo[2,3-d]pyrimidin-4-ylamino)phenyl)acrylamide